3-[(2E)-3-[2-(difluoromethoxy)phenyl]prop-2-enoyl]-4-hydroxy-6-methyl-2H-pyran-2-one FC(OC1=C(C=CC=C1)/C=C/C(=O)C=1C(OC(=CC1O)C)=O)F